FC(C=1N=C2N(N=C(C(=C2)C)N2CCC(CC2)([2H])OC2=CC3=C(OCCCO3)C=C2)C(C1)=O)F 2-(difluoromethyl)-7-(4-((3,4-dihydro-2H-benzo[b][1,4]dioxepin-7-yl)oxy)piperidin-1-yl-4-d)-8-methyl-4H-pyrimido[1,2-b]pyridazin-4-one